ClC([Si]([Si]([Si](Cl)(Cl)Cl)(Cl)Cl)(Cl)Cl)C octachloro-trisila-pentane